[N+](=O)([O-])C=1C=C(C=CC1OCC(F)(F)F)C(C)=O 1-(3-Nitro-4-(2,2,2-trifluoroethoxy)phenyl)ethan-1-one